CN1C=NC=C1C1=CC=C(C=C1)C(F)(F)F 1-methyl-5-(4-(trifluoromethyl)phenyl)-1H-imidazole